2-(4-(4-propenoyl-1-piperazinyl)-7-chloro-1-phenyl-6-phthalazinyl)-3-fluorophenol C(C=C)(=O)N1CCN(CC1)C1=NN=C(C2=CC(=C(C=C12)C1=C(C=CC=C1F)O)Cl)C1=CC=CC=C1